CN1N=C(C(=C1N)SC1=CC=C(C=C1)C)C1=CC=CC=C1 1-methyl-3-phenyl-4-(p-methylphenylsulfanyl)-1H-pyrazol-5-amine